(S)-N-(1-(7,8-dichloro-4-(1H-imidazol-1-yl)quinolin-2-yl)pyrrolidin-3-yl)acetamide ClC1=CC=C2C(=CC(=NC2=C1Cl)N1C[C@H](CC1)NC(C)=O)N1C=NC=C1